N1(CCOCC1)[C@@H]1C(=NN(C1)C(=O)N[C@H](C)C=1C=NC(=NC1)C(F)(F)F)C1=CC=C(C=C1)C (S)-4-(morpholin-4-yl)-3-(4-methylphenyl)-N-((R)-1-(2-(trifluoromethyl)pyrimidin-5-yl)ethyl)-4,5-dihydro-1H-pyrazole-1-carboxamide